C(C)(C)(C)OC(CNC1=NC2=C(C(=CC=C2C(=C1)Cl)Cl)Cl)=O (4,7,8-trichloroquinolin-2-yl)glycine tert-butyl ester